C(C)(C)(C)OC(=O)N[C@H](C(=O)OC(C)C)CC1=CC(=CC(=C1)F)F Isopropyl (S)-2-((tert-butoxycarbonyl)amino)-3-(3,5-difluorophenyl)propanoate